3-((trimethylphenoxy)carbonylamino-methyl)-3,5,5-trimethylcyclohexylcarbamate CC1=C(C(=C(OC(=O)NCC2(CC(CC(C2)(C)C)NC([O-])=O)C)C=C1)C)C